ClC=1C(=CC2=C(N(CC3(CCC3)O2)C)C1)OC 6-chloro-7-methoxy-4-methyl-3,4-dihydrospiro[1,4-benzoxazine-2,1'-cyclobutane]